C(CCC)C=1OC2=C(C1)CCCC2 2-butyl-4,5,6,7-tetrahydrobenzofuran